FC1=C(C2=CC(N=C2C=C1[N+](=O)[O-])=O)C=O 5-Fluoro-6-nitro-2-oxoindole-4-carbaldehyde